CN1C(=NOC1=O)C1=NN(C2=NC=CC=C21)C2=CC=C(C=C2)C(F)(F)F 4-Methyl-3-(1-(4-(trifluoromethyl)phenyl)-1H-pyrazolo[3,4-b]pyridin-3-yl)-1,2,4-oxadiazol-5(4H)-one